3-(3-iodobenzyl)-8-methyl-6-oxo-2-((2-(2,2,5,5-tetramethyl-1-oxylpyrrolidine-3-carboxamido)ethyl)amino)-3,6-dihydrochromeno[6,7-d]imidazole-7-carboxamide IC=1C=C(CN2C(=NC3=C2C=C2OC(C(=C(C2=C3)C)C(=O)N)=O)NCCNC(=O)C3C(N(C(C3)(C)C)O)(C)C)C=CC1